ClC1=NC=CC(=C1)C=1N=C(C=2N(C1)C(=C(N2)C(=O)N)C)NCC2(CCNCC2)C#N 6-(2-Chloro-pyridin-4-yl)-8-[(4-cyano-piperidin-4-ylmethyl)-amino]-3-methyl-imidazo[1,2-a]pyrazine-2-carboxylic acid amide